N-ethyl-3-((4-((1-(((1r,4r)-4-(ethylsulfanyl)-cyclohexyl)-methyl)-piperidin-4-yl)methylamino)-pyrimidin-5-yl)-oxy)-N-isopropyl-thiophene-2-carboxamide C(C)N(C(=O)C=1SC=CC1OC=1C(=NC=NC1)NCC1CCN(CC1)CC1CCC(CC1)SCC)C(C)C